4-[5-(cyclopentylmethyl)-thienyl]pyridin-2,3-diamine C1(CCCC1)CC1=CC=C(S1)C1=C(C(=NC=C1)N)N